C1(=CC=CC=C1)CCC(=O)C1=CC=C(C=C1)C 3-phenyl-1-(4-methylphenyl)-1-propanone